tert-butyl (2R,5R)-4-(3,3-dimethyl-2-oxoindolin-6-yl)-2,5-dimethylpiperazine-1-carboxylate CC1(C(NC2=CC(=CC=C12)N1C[C@H](N(C[C@H]1C)C(=O)OC(C)(C)C)C)=O)C